(3-(isobutylamino)pyrrolidin-1-yl)methanone C(C(C)C)NC1CN(CC1)C=O